6-chloro-4-((4-cyclopropyl-2-(N-methylmethanesulfonamido)phenyl)amino)-N-isopropoxynicotinamide ClC1=NC=C(C(=O)NOC(C)C)C(=C1)NC1=C(C=C(C=C1)C1CC1)N(S(=O)(=O)C)C